4-[[3-[1-(2,2-difluoroethyl)-3-(trifluoromethyl)pyrazol-4-yl]imidazo[1,2-a]pyrazin-8-yl]amino]-2-ethyl-N-[2-[(3-hydroxyazetidin-3-yl)methylamino]-2-oxo-ethyl]benzamide FC(CN1N=C(C(=C1)C1=CN=C2N1C=CN=C2NC2=CC(=C(C(=O)NCC(=O)NCC1(CNC1)O)C=C2)CC)C(F)(F)F)F